dimethylsilylene(2,7,7-trimethyl-3,6,7,8-tetrahydro-as-indacen-3-yl)(tert-butylamino)titanium C[Si](=[Ti](NC(C)(C)C)C1C(=CC2=C3CC(CC3=CC=C12)(C)C)C)C